9-aminophenanthrene NC=1C2=CC=CC=C2C=2C=CC=CC2C1